2-methoxy-N-methyl-2-[5-[5-(trifluoromethyl)-1,2,4-oxadiazol-3-yl]-2-thienyl]acetamide COC(C(=O)NC)C=1SC(=CC1)C1=NOC(=N1)C(F)(F)F